4-((3,5-dichlorophenyl)amino)-1H-1,2,3-triazole ClC=1C=C(C=C(C1)Cl)NC=1N=NNC1